tert-butyl 3-[8-[(2,4-dimethoxyphenyl)methylamino]-6-(2,8-dimethylimidazo[1,2-b]pyridazin-6-yl)-1-oxo-2-isoquinolyl]pyrrolidine-1-carboxylate COC1=C(C=CC(=C1)OC)CNC=1C=C(C=C2C=CN(C(C12)=O)C1CN(CC1)C(=O)OC(C)(C)C)C=1C=C(C=2N(N1)C=C(N2)C)C